trans-2-(1-acetyl-4-piperidinyl)-N-[8-amino-6-(4-methyl-3-pyridinyl)-2,7-naphthyridin-3-yl]Cyclopropanecarboxamide C(C)(=O)N1CCC(CC1)[C@H]1[C@@H](C1)C(=O)NC=1N=CC2=C(N=C(C=C2C1)C=1C=NC=CC1C)N